6-methoxy-2-naphthalaldehyde COC=1C=C2C=CC(=CC2=CC1)C=O